ethyl 7-[3-(bromomethyl)-1-methyl-5-(propan-2-yl)-1H-pyrazol-4-yl]-1-[3-(methylamino) propyl]-3-[3-(naphthalen-1-yloxy)propyl]-1H-indole-2-carboxylate hydrochloric acid salt Cl.BrCC1=NN(C(=C1C=1C=CC=C2C(=C(N(C12)CCCNC)C(=O)OCC)CCCOC1=CC=CC2=CC=CC=C12)C(C)C)C